methyl N-[5-[6-[ethyl-(4-fluorophenyl) carbamoyl] imidazo[1,2-a]pyridin-3-yl]-2-pyridyl]carbamate C(C)N(C(=O)C=1C=CC=2N(C1)C(=CN2)C=2C=CC(=NC2)NC(OC)=O)C2=CC=C(C=C2)F